BrC=1C=C(C2=C(N=CO2)C1)CP(OCC)(OCC)=O Diethyl ((5-bromobenzo[d]oxazol-7-yl)methyl)phosphonate